5-[(2-amino-3-fluoropyridin-4-yl)methyl]-2-(2-fluoro-4-iodoanilino)-1-methyl-6-oxopyridine-3-carboxylic acid methyl ester COC(=O)C1=C(N(C(C(=C1)CC1=C(C(=NC=C1)N)F)=O)C)NC1=C(C=C(C=C1)I)F